(2,5-dichlorophenyl)amine ClC1=C(C=C(C=C1)Cl)N